(3,5-bis(trifluoromethyl)phenyl)boron sodium [Na].FC(C=1C=C(C=C(C1)C(F)(F)F)[B])(F)F